BrCCC1CCN(CC1)C=1C=C2C(N(C(C2=CC1)=O)C1C(NC(CC1)=O)=O)=O 5-[4-(2-bromoethyl)-1-piperidyl]-2-(2,6-dioxo-3-piperidyl)isoindoline-1,3-dione